[5-(4-aminocinnolin-7-yl)-2-methoxy-4-(5-methyloxazol-2-yl)phenyl]boronic acid formate salt C(=O)O.NC1=CN=NC2=CC(=CC=C12)C=1C(=CC(=C(C1)B(O)O)OC)C=1OC(=CN1)C